4-{[3-(2-aminobenzo[d]thiazol-6-yl)-5-(2-methylphenyl)-1H-pyrazol-1-yl]methyl}-N-hydroxybenzamide NC=1SC2=C(N1)C=CC(=C2)C2=NN(C(=C2)C2=C(C=CC=C2)C)CC2=CC=C(C(=O)NO)C=C2